OC1=CC=C(C=C2C(N(C(S2)=NN=C2C(NC3=CC=C(C=C23)Cl)=O)C2=CC=C(C=C2)OC)=O)C=C1 3-(2-(5-(4-hydroxybenzylidene)-3-(4-methoxyphenyl)-4-oxothiazolidin-2-ylidene)hydrazono)-5-chloro-1H-indol-2-one